(R)-N-((5-bromopyridin-2-yl)methyl)-1-methoxypropan-2-amine BrC=1C=CC(=NC1)CN[C@@H](COC)C